1,2-dioleyloxydioleyloxy-3-dimethylaminopropane C(CCCCCCC\C=C/CCCCCCCC)OC(C(CN(C)C)OCCCCCCCC\C=C/CCCCCCCC)(OCCCCCCCC\C=C/CCCCCCCC)OCCCCCCCC\C=C/CCCCCCCC